isooctanol 3,5-di-t-butyl-4-hydroxy-phenylpropionate C(C)(C)(C)C=1C=C(C=C(C1O)C(C)(C)C)C(C(=O)OCCCCCC(C)C)C